7-fluoro-4-methoxybenzo[d]Thiazol-2-amine FC1=CC=C(C=2N=C(SC21)N)OC